6-benzyl-N4-((1R,5S,6r)-3-((tert-butyldimethylsilyl)oxy)bicyclo[3.1.0]Hex-6-yl)-N2-methylpyridine-2,4-dicarboxamide C(C1=CC=CC=C1)C1=CC(=CC(=N1)C(=O)NC)C(=O)NC1[C@H]2CC(C[C@@H]12)O[Si](C)(C)C(C)(C)C